methyl 4-[[4-methyl-1-(2-trimethylsilylethoxymethyl)imidazol-2-yl]sulfonimidoyl]benzoate CC=1N=C(N(C1)COCC[Si](C)(C)C)S(=O)(=N)C1=CC=C(C(=O)OC)C=C1